ClCCC(=C(C1=CC=C(C=C1)O)C1=CC=C(OCCN2CCC(CC2)CN2CCC(CC2)C=2C=C3C(N(C(C3=CC2)=O)C2C(NC(CC2)=O)=O)=O)C=C1)C1=CC=CC=C1 5-(1-((1-(2-(4-(4-chloro-1-(4-hydroxyphenyl)-2-phenylbut-1-en-1-yl)phenoxy)ethyl)piperidin-4-yl)methyl)piperidin-4-yl)-2-(2,6-dioxopiperidin-3-yl)isoindoline-1,3-dione